6-{4-[(5-fluoro-6-methoxypyridin-3-yl)oxy]piperidin-1-yl}-5-methyl-N-(pyridin-4-ylmethyl)pyridazine-3-carboxamide FC=1C=C(C=NC1OC)OC1CCN(CC1)C1=C(C=C(N=N1)C(=O)NCC1=CC=NC=C1)C